(2,4-dimethylphenyl)-N-methylformamide hydrochloride Cl.CC1=C(C=CC(=C1)C)N(C=O)C